ClC1=C(C=NC(=C1)N1CCC(CC1)OC1=NC=CC=C1)C=1C=2N(C=C(C1)OCC(C)(C)O)N=CC2C#N 4-(4-Chloro-6-(4-(pyridin-2-oxy)piperidin-1-yl)pyridin-3-yl)-6-(2-hydroxy-2-methylpropoxy)pyrazolo[1,5-a]pyridine-3-carbonitrile